C(C1=CC=CC=C1)(=O)O.C1(=CC=C(OC)C=C1)C(=O)C(=O)C1=CC=C(OC)C=C1.C1(=CC=C(OC)C=C1)C(=O)C(=O)C1=CC=C(OC)C=C1 dianisil benzoate